1,2,3,4-tetrahydroisoquinoline-6-carbonitrile HCl Cl.C1NCCC2=CC(=CC=C12)C#N